ClC1=NC=C(C(=C1)NCC1CCC(CC1)CO)C#CC1CN(CC1)S(=O)(=O)C ((1r,4r)-4-(((2-chloro-5-((1-(methylsulfonyl)pyrrolidin-3-yl)ethynyl)pyridin-4-yl)amino)methyl)cyclohexyl)methanol